1-morpholinopentan O1CCN(CC1)CCCCC